3-[ethyl(oxan-4-yl)amino]-5-{3-fluoro-4-[(4-hydroxypiperidin-1-yl)methyl]phenyl}-2-methylbenzoic acid sodium salt [Na+].C(C)N(C=1C(=C(C(=O)[O-])C=C(C1)C1=CC(=C(C=C1)CN1CCC(CC1)O)F)C)C1CCOCC1